C=12C=3C=CC=C(CCCNCCCOC=4C=CC(NN1)=C2C4)C3 14-oxa-10,19,20-triazatetracyclo[13.5.2.12,6.018,21]tricosa-1(20),2(23),3,5,15(22),16,18(21)-heptaene